5-fluoro-1H-pyrrolo[2,3-b]pyridine-3-carbonitrile FC=1C=C2C(=NC1)NC=C2C#N